NC1=NC=C(C2=C1C=NN2COCC[Si](C)(C)C)NC(=O)C(=O)N(CC2=NC=C(C=C2)Cl)CC2=CC=CC=C2 N-[4-amino-1-(2-trimethylsilylethoxymethyl)pyrazolo[4,3-c]pyridin-7-yl]-N'-benzyl-N'-[(5-chloro-2-pyridyl)methyl]oxamide